4-[1-(4-fluorophenyl)-2-tetrahydropyran-4-yl-5H-pyrrolo[2,3-f]indol-3-yl]benzoic acid FC1=CC=C(C=C1)N1C(=C(C=2C1=CC=1C=CNC1C2)C2=CC=C(C(=O)O)C=C2)C2CCOCC2